N1(CCCCCC1)C1=NC(=NN1C)C=1C=C2CN(C(C2=CC1)=O)C1C(NC(CC1)=O)=O 3-(5-(5-(Azepan-1-yl)-1-methyl-1H-1,2,4-triazol-3-yl)-1-oxoisoindolin-2-yl)piperidine-2,6-dione